N1CC(C1)N1C(C[C@@H]([C@@H]1C)C1=C(C(=CC=C1O)Cl)Cl)=O (4R,5S)-1-(azetidin-3-yl)-4-(2,3-dichloro-6-hydroxyphenyl)-5-methylpyrrolidin-2-one